CC=1N=CC=2[C@H]3N(C[C@@H](OC2N1)C3)C(=O)OC(C)(C)C tert-butyl (5S,8S)-2-methyl-7,8-dihydro-5,8-methanopyrimido[5,4-f][1,4]oxazepine-6(5H)-carboxylate